C(C1=CC=CC=C1)OC1CCCC=2C3=C(C(NC12)=O)SC(=C3)C=3C=NN(C3)COCC[Si](C)(C)C 6-benzyloxy-2-[1-(2-trimethylsilylethoxymethyl)pyrazol-4-yl]-6,7,8,9-tetrahydro-5H-thieno[2,3-c]quinolin-4-one